3-(4-fluorophenyl)-N-(6-imidazol-1-yl-2-isopropoxy-3-pyridinyl)-5-methyl-isoxazole-4-carboxamide FC1=CC=C(C=C1)C1=NOC(=C1C(=O)NC=1C(=NC(=CC1)N1C=NC=C1)OC(C)C)C